BrC=1C=2C(N=C3N(C2C=CC1)C1=CC(=CC=C1C3(C)C)C3CCN(CC3)CC3OCC1(C3)CCN(CC1)C1=CC(=C(C(=C1)F)C1C(NC(CC1)=O)=O)F)=O 3-(4-(3-((4-(4-bromo-7,7-dimethyl-5-oxo-5,7-dihydroindolo[1,2-a]quinazolin-10-yl)piperidin-1-yl)methyl)-2-oxa-8-azaspiro[4.5]decan-8-yl)-2,6-difluorophenyl)piperidine-2,6-dione